Cl.N[C@]1(CCC2=C(C=CC=C12)F)CCC1C(NC(N(C1=O)C1CCOCC1)=O)=O 5-(2-((S)-1-amino-4-fluoro-2,3-dihydro-1H-inden-1-yl)ethyl)-1-(tetrahydro-2H-pyran-4-yl)pyrimidine-2,4,6(1H,3H,5H)-trione hydrochloride